2-fluoro-4,5-dihydroxybenzaldehyde FC1=C(C=O)C=C(C(=C1)O)O